2-oxo-3-((Tetrahydro-2H-pyran-4-yl)methyl)-2,3-dihydro-1H-imidazo[4,5-b]pyrazin O=C1N(C=2C(=NC=CN2)N1)CC1CCOCC1